BrC1=NC=C(C=C1C)I 2-Bromo-5-iodo-3-methylpyridine